C(C)(=O)N1CC2(CN(C2)CC2=C(C=C(C=C2)C2=NC=CC(=C2Cl)C=2C(=C(C=CC2)C2=CC=C(C(=N2)OC)CN2CC3(C2)CNC(C3)=O)Cl)OC)C1 2-((6-(3-(2-(4-((6-Acetyl-2,6-diazaspiro[3.3]heptan-2-yl)methyl)-3-methoxyphenyl)-3-chloropyridin-4-yl)-2-chlorophenyl)-2-methoxypyridin-3-yl)methyl)-2,6-diazaspiro[3.4]octan-7-one